diethyl 6,6'-(2-(benzyloxy)-1,3-phenylene)bis(2,2-dimethylhexanoate) C(C1=CC=CC=C1)OC1=C(C=CC=C1CCCCC(C(=O)OCC)(C)C)CCCCC(C(=O)OCC)(C)C